BrC=1C(=NN(C1)C[C@](C(=O)N(CC(=C)C#N)C1=CC(=C(C=C1)C#N)C(F)(F)F)(C)O)F (S)-3-(4-bromo-3-fluoro-1H-pyrazol-1-yl)-N-(4-cyano-3-(trifluoromethyl)phenyl)-N-(2-cyanoallyl)-2-hydroxy-2-methylpropanamide